4-(1-(3,8-diazabicyclo[3.2.1]octan-3-yl)-6-((hexahydro-1H-pyrrolizin-7a-yl)methoxy)-2,7-naphthyridin-3-yl)-5-ethynylnaphthalen-2-ol C12CN(CC(CC1)N2)C2=NC(=CC1=CC(=NC=C21)OCC21CCCN1CCC2)C2=CC(=CC1=CC=CC(=C21)C#C)O